(S)-2-(3-ethoxy-4-methoxyphenyl)-1-(methylsulphonyl)-eth-2-ylamine-N-acetyl-L-leucine salt C(C)(=O)N[C@@H](CC(C)C)C(=O)O.C(C)OC=1C=C(C=CC1OC)[C@@H](CS(=O)(=O)C)N